B(S)(S)O dithioboric acid